(E)-3-((3-((E)-4-((2S,6R)-2,6-dimethylmorpholine-4-carbonyl)styryl)-1H-indazole-6-yl)methylene)-4-phenylpyrrolidin-2-one trifluoroacetate FC(C(=O)O)(F)F.C[C@H]1CN(C[C@H](O1)C)C(=O)C1=CC=C(/C=C/C2=NNC3=CC(=CC=C23)\C=C/2\C(NCC2C2=CC=CC=C2)=O)C=C1